CSCCCC[C@@H](C(=O)O)NO The molecule is an N-hydroxy-L-polyhomomethionine in which there are four methylene groups between the alpha-carbon and sulfur atoms. It is a N-hydroxy-L-polyhomomethionine and a N-hydroxydihomomethionine. It is a conjugate acid of a N-hydroxy-L-dihomomethioninate.